(2S,4R)-4-fluoro-N-[(S)-[3-fluoro-4-(propan-2-yl)phenyl](phenyl)methyl]-1-[2-(1-methyl-1H-1,2,3-triazol-4-yl)acetyl]pyrrolidine-2-carboxamide F[C@@H]1C[C@H](N(C1)C(CC=1N=NN(C1)C)=O)C(=O)N[C@@H](C1=CC=CC=C1)C1=CC(=C(C=C1)C(C)C)F